C(C)N(S(=O)(=O)NC=1C(=C(C(=O)C2=CNC3=NC=C(C=C32)C=3C=NC(=NC3)N3C[C@H](CC3)C(=O)OC(C)(C)C)C(=CC1)F)F)C tert-butyl (3S)-1-[5-[3-[3-[[ethyl(methyl)sulfamoyl]amino]-2,6-difluoro-benzoyl]-1H-pyrrolo[2,3-b]pyridin-5-yl]pyrimidin-2-yl]pyrrolidine-3-carboxylate